5-(2-chlorophenoxy)-3-(((2-methylpyridin-3-yl)methyl)amino)-4H-benzo[e][1,2,4]thiadiazine 1,1-dioxide ClC1=C(OC2=CC=CC3=C2NC(=NS3(=O)=O)NCC=3C(=NC=CC3)C)C=CC=C1